8-[(1-methylindazol-5-yl)amino]-2-[2-oxo-2-(4-oxo-1-piperidyl)ethyl]isoquinolin-1-one CN1N=CC2=CC(=CC=C12)NC=1C=CC=C2C=CN(C(C12)=O)CC(N1CCC(CC1)=O)=O